C(C)OC(=O)C1=CC2=C(S1)C(=CC(=C2)C2(OCCO2)C)Br 7-bromo-5-(2-methyl-1,3-dioxolan-2-yl)benzo[b]thiophene-2-carboxylic acid ethyl ester